N-[3-(2,3-Dihydro-1,4-benzodioxin-6-yl)-2-methylphenyl]-5-{[(2-hydroxyethyl)amino]methyl}-1-methyl-2-oxo-1,2-dihydropyridin-3-carboxamid O1CCOC2=C1C=CC(=C2)C=2C(=C(C=CC2)NC(=O)C=2C(N(C=C(C2)CNCCO)C)=O)C